[Cl-].C(CCCCCCCCCCC)[N+](CC1=CC=C(C=C1)C=C)(C)CCCCCCCCCCCC bisdodecyl-methyl-(4-vinylbenzyl)ammonium chloride